(2S,3R)-1-{2-[4-(difluoromethoxy)benzenesulfonyl]-2H,4H,5H,6H-pyrrolo[3,4-c]pyrazol-5-yl}-3-hydroxy-2-phenylbutan-1-one FC(OC1=CC=C(C=C1)S(=O)(=O)N1N=C2C(=C1)CN(C2)C([C@H]([C@@H](C)O)C2=CC=CC=C2)=O)F